C(C)(C)(C)OC(=O)N([C@@H]1CN(C[C@H]1C)C=1C2=CN(N=C2C(=CC1)C(=O)O)C)C 4-[(3S,4R)-3-[tert-butoxycarbonyl-(methyl)amino]-4-methyl-pyrrolidin-1-yl]-2-methyl-indazole-7-carboxylic acid